CC(=CC(OCCCCCCCCCCC(C)C)OCCCCCCCCCCC(C)C)CCC=C(C)C 3,7-dimethyl-1,1-bis(11-methyldodecyloxy)-2,6-octadiene